7-((S)-1-((2S,4r)-2-(aminomethyl)-6-oxo-5-oxa-7-azaspiro[3.4]octan-7-yl)ethyl)-3-(3-oxo-2,3-dihydro-1H-pyrazol-4-yl)-1H-indole-2-carboxylic acid NCC1CC2(C1)OC(N(C2)[C@@H](C)C=2C=CC=C1C(=C(NC21)C(=O)O)C=2C(NNC2)=O)=O